FC=1C=C(OC=2C=C(C=CC2)N2C(N(C3=C2C=NC=C3)C=3C=C(C=CC3)NC(C=C)=O)=O)C=CC1 N-(3-(3-(3-(3-fluorophenoxy)phenyl)-2-oxo-2,3-dihydro-1H-imidazo[4,5-c]pyridin-1-yl)phenyl)acrylamide